(1-((1R,3S,4S)-2-Azabicyclo[2.2.1]heptane-3-carbonyl)azetidin-3-yl)(1-(4-fluoro-2-(2-(2-fluoropropan-2-yl)pyridin-3-yl)phenyl)-1H-pyrrolo[2,3-c]pyridin-3-yl)methanone [C@@H]12N[C@@H]([C@@H](CC1)C2)C(=O)N2CC(C2)C(=O)C2=CN(C1=CN=CC=C12)C1=C(C=C(C=C1)F)C=1C(=NC=CC1)C(C)(C)F